FC=1C=2CCCC2C(=C2CCCC12)NC(=O)NS(=O)(=O)C=1OC(=C(C1)CN(C)CC1(CCC1)CO)C N-((8-fluoro-1,2,3,5,6,7-hexahydro-s-indacen-4-yl)carbamoyl)-4-((((1-(hydroxymethyl)cyclobutyl)methyl)(methyl)amino)methyl)-5-methylfuran-2-sulfonamide